2,3,4,5,6-pentamethylbenzene CC1=CC(=C(C(=C1C)C)C)C